N-isopropyl-N-(2-(5,6,7-trifluoro-1H-indol-3-yl)ethyl)propan-1-amine C(C)(C)N(CCC)CCC1=CNC2=C(C(=C(C=C12)F)F)F